1-(4-(3,4-dichlorophenyl)-5-(isopropylsulfanyl)thiazol-2-yl)-3-methyl-4-(2-methyl-6-morpholinopyridin-4-yl)-1H-pyrazole-5-carboxylic acid ClC=1C=C(C=CC1Cl)C=1N=C(SC1SC(C)C)N1N=C(C(=C1C(=O)O)C1=CC(=NC(=C1)N1CCOCC1)C)C